4-((4-(((2-((6-bromopyridin-2-yl)oxy)ethyl)(cyclopropyl)amino)methyl)pyridin-2-yl)ethynyl)-N1-methyl-2,7-naphthyridine-1,6-diamine BrC1=CC=CC(=N1)OCCN(C1CC1)CC1=CC(=NC=C1)C#CC1=CN=C(C2=CN=C(C=C12)N)NC